C(#N)C1=CC=C(N=N1)OC1C(CC(C1)C1=CC=C(C=C1)F)N1C[C@@H](C[C@H](C1)F)NC(OC(C)(C)C)=O Tert-butyl (3R,5R)-1-(2-(6-cyanopyridazin-3-yloxy)-4-(4-fluorophenyl) cyclopentyl)-5-fluoropiperidin-3-ylcarbamate